S=C1N(CC2=CC(=CC=C12)CN1CCN(CC1)C1=NC(=CC=C1)C(F)(F)F)C1C(NC(CC1)=O)=O 3-(1-thioxo-5-((4-(6-(trifluoromethyl)pyridin-2-yl)piperazin-1-yl)methyl)isoindolin-2-yl)piperidine-2,6-dione